1-(1,2-Benzooxazol-3-yl)ethane-1-sulfonic acid propan-2-yl ester CC(C)OS(=O)(=O)C(C)C1=NOC2=C1C=CC=C2